C(CCCCCCCCCCC\C=C/CCCCCCCC)(=O)OCC(CCCCCCCCCCCC)CCCCCCCCCC 2-decyltetradecyl erucate